FC=1C=C(C=CC1F)N1C(CCCC1=O)C=1N=C2N(C=CC(=C2)C=2C(=NOC2C)C)C1C1=CCCN(C1)C(=O)N(C)C 5-(2-(1-(3,4-difluorophenyl)-6-oxopiperidin-2-yl)-7-(3,5-dimethylisoxazol-4-yl)imidazo[1,2-a]pyridin-3-yl)-N,N-dimethyl-3,6-dihydropyridine-1(2H)-carboxamide